(1-(2-methoxyethyl)azetidin-3-yl)methylamine trifluoroacetate FC(C(=O)O)(F)F.COCCN1CC(C1)CN